[Zn].[Mn].[Fe] Iron-manganese-zinc